OC=1C=C2C(=CNC2=CC1)CCC(=O)O 3-(5-hydroxy-1H-indol-3-yl)propanoic acid